NC1CCN(CC1)C(CNC(C1=C(C=C(C=C1)NC=1C=2N(C=CN1)C(=CN2)C=2C(=NN(C2)CC(F)F)C(F)(F)F)CC)=O)=O N-[2-(4-amino-1-piperidyl)-2-oxo-ethyl]-4-[[3-[1-(2,2-difluoroethyl)-3-(trifluoromethyl)pyrazol-4-yl]imidazo[1,2-a]pyrazin-8-yl]amino]-2-ethyl-benzamide